Natrium edetat C(N(CC(=O)[O-])CC(=O)[O-])CN(CC(=O)[O-])CC(=O)[O-].[Na+].[Na+].[Na+].[Na+]